COC(CCC(C(=O)C=1C=CC=2N(C3=CC=C(C=C3C2C1)C(C1=C(C=CC=C1)C)=O)CC)=NOC(C)=O)=O 4-Acetoxyimino-5-[9-ethyl-6-(2-methylbenzoyl)-9H-carbazol-3-yl]-5-oxopentanoic acid methyl ester